(S)-7-(1-(4-amino-3-(6-isopropoxypyridin-3-yl)-1H-pyrazolo[3,4-d]pyrimidin-1-yl)ethyl)-6-(3-fluorophenyl)-3-methyl-5H-thiazolo[3,2-a]pyridin-5-one NC1=C2C(=NC=N1)N(N=C2C=2C=NC(=CC2)OC(C)C)[C@@H](C)C=2C=C1N(C(C2C2=CC(=CC=C2)F)=O)C(=CS1)C